3-(1-oxo-5-(((1R,2R)-2-((pyridin-2-ylmethyl)amino)cyclopentyl)oxy)isoindolin-2-yl)piperidine-2,6-dione O=C1N(CC2=CC(=CC=C12)O[C@H]1[C@@H](CCC1)NCC1=NC=CC=C1)C1C(NC(CC1)=O)=O